2-fluorocyclopropaneformic acid FC1C(C1)C(=O)O